1,2-bis(3,5-di-tert-butyl-2-hydroxyphenyl)ethandione C(C)(C)(C)C=1C(=C(C=C(C1)C(C)(C)C)C(C(=O)C1=C(C(=CC(=C1)C(C)(C)C)C(C)(C)C)O)=O)O